4-amino-2-(3-(3-(2-hydroxypropan-2-yl)pyrrolidin-1-yl)phenyl)-6-(thiazol-2-yl)nicotinonitrile hydrochloride Cl.NC1=CC(=NC(=C1C#N)C1=CC(=CC=C1)N1CC(CC1)C(C)(C)O)C=1SC=CN1